methyl 3-[4-[(tert-butoxy) carbonyl] piperazin-1-yl]-5,6-dihydroisoquinoline-7-carboxylate C(C)(C)(C)OC(=O)N1CCN(CC1)C=1N=CC=2C=C(CCC2C1)C(=O)OC